ClC=1C(=NC(=NC1)NCC(C)(C)O)C1=CC=C2CN(C(C2=C1)=O)CC(=O)N[C@H](C)C1=CC(=CC=C1)OC 2-(6-{5-chloro-2-[(2-hydroxy-2-methylpropyl)amino]-pyrimidin-4-yl}-1-oxo-2,3-dihydro-1H-isoindol-2-yl)-N-[(1R)-1-(3-methoxyphenyl)-ethyl]acetamide